C1(CC1)CN1CCN(CC1)C1CCC(CC1)N 4-(4-(cyclopropylmethyl)piperazin-1-yl)cyclohexylamine